tert-butyl N-(2-{[4-(4-amino-2,5-difluorophenoxy)-6-methoxyquinolin-7-yl] oxy}-ethyl)-N-methylcarbamate NC1=CC(=C(OC2=CC=NC3=CC(=C(C=C23)OC)OCCN(C(OC(C)(C)C)=O)C)C=C1F)F